Methyl (R)-2-((2-(3-(2,4-dihydroxy-3,3-dimethylbutanamido)propanamido)ethyl)thio)-2-oxoacetate O[C@@H](C(=O)NCCC(=O)NCCSC(C(=O)OC)=O)C(CO)(C)C